Hafnium Zirconium Oxide [O-2].[Zr+4].[Hf+4].[O-2].[O-2].[O-2]